C12C(CCC=3C4=CC=CC=C4CC13)C2 methanotetrahydrofluorene